COC(=O)C=1C=C2C(=CNC2=CC1)CN=[N+]=[N-] 3-(azidomethyl)-1H-indole-5-carboxylic acid methyl ester